O1C\C(\CCCC1)=N/O (Z)-oxepan-3-one oxime